[N+](=O)([O-])C=1C=C(C=CC1N[C@@H]1CN(CC1)C1COC1)S(=O)(=O)NC(C1=C(C=CC=C1)OC=1C=C2C(=NC1)NC=C2)=O N-[(3-nitro-4-{[(3S)-1-oxetan-3-ylpyrrolidin-3-yl]amino}phenyl)sulfonyl]-2-(1H-pyrrolo[2,3-b]pyridin-5-yloxy)benzamide